7-fluoro-1-methyl-2,3-dioxo-2,3-dihydropyrido[2,3-b]pyrazine FC1=CC2=C(NC(C(N2C)=O)=O)N=C1